(E)-2-(6-(2-((5-methylthiophen-2-yl)methylene)hydrazinyl)-2-morpholino-9H-purin-9-yl)-1-(pyridin-2-yl)ethan-1-one CC1=CC=C(S1)\C=N\NC1=C2N=CN(C2=NC(=N1)N1CCOCC1)CC(=O)C1=NC=CC=C1